(1R,2R)-1-((tert-butoxycarbonyl)amino)-2-ethylcyclopropane-1-carboxylic acid C(C)(C)(C)OC(=O)N[C@]1([C@@H](C1)CC)C(=O)O